CCC(C(=O)NCC1=CC(=C(C(=C1)F)F)F)(C)C methyl-N-(3,4,5-trifluorobenzyl)pivalamide